N-(2-Aminoethyl)-2-nitro-benzenesulfonamide NCCNS(=O)(=O)C1=C(C=CC=C1)[N+](=O)[O-]